diketopyrrole O=C1C(NC=C1)=O